CC1=CC=C(C=C1)S(=O)(=O)NCC(OC)OC N-(2,2-dimethoxyethyl)-4-methylbenzenesulfonamide